CC(=CCCC1=CCC(CC1)C=O)C 4-(4-methylpent-3-ene-1-yl)cyclohex-3-ene-1-carbaldehyde